C(CCCCCCCCC)/C(/C(=O)[O-])=C/C(=O)[O-] decylmaleate